FC1(C(CNC1)NC1=CC=CC(=N1)C1=CN=C2N1N=C(C=C2)C=2C=NN(C2)CC(C)(O)C)F 1-(4-(3-(6-((4,4-difluoropyrrolidin-3-yl)amino)pyridin-2-yl)imidazo[1,2-b]pyridazin-6-yl)-1H-pyrazol-1-yl)-2-methylpropan-2-ol